C(C)OC1=C(C(=O)NC(C)C2=CC(=CC=C2)N2C(CCC2)=C=O)C=C(C=C1)NC(C(C)C)=O 2-ethoxy-5-isobutyrylamino-N-(1-(3-(2-carbonylpyrrolidin-1-yl)phenyl)ethyl)benzamide